O1[C@@H](CC1)CN1C=NC2=C1C=CC(=C2)\C=C\C=2C=NC=CC2 1-{[(2S)-oxetan-2-yl]methyl}-5-[(1E)-2-(pyridin-3-yl)ethenyl]-1H-1,3-benzodiazole